N[C@@H](CCNC(C)C)C [(3R)-3-Aminobutyl](1-methylethyl)amine